N[C@H]1CN(CCC1)C1=CC(N(C=C1)C(C)N1N=NC(=C1)C=1C=NC=C(C1)N(C)C)=O 4-((R)-3-aminopiperidin-1-yl)-1-(1-(4-(5-(dimethylamino)pyridin-3-yl)-1H-1,2,3-triazol-1-yl)ethyl)pyridin-2(1H)-one